C(C)N(C1=CC(=C(C=C1)NC=1C=CC2=C(OCC(N2)=O)C1)C)CC 7-((4-(diethylamino)-2-methylphenyl)amino)-2H-benzo[b][1,4]oxazin-3(4H)-one